octadecyl-(3,5-di-t-butyl-4-hydroxyphenyl) propionate C(CC)(=O)OC1=C(C(=C(C(=C1)C(C)(C)C)O)C(C)(C)C)CCCCCCCCCCCCCCCCCC